ClC1=NC=C(C(=C1)N[C@H](CCOC1=C(C=NN1C)C1=NC=CC(=N1)N)C)C#CC1=NN(C=N1)C (S)-2-(5-(3-((2-chloro-5-((1-methyl-1H-1,2,4-triazol-3-yl)ethynyl)pyridin-4-yl)amino)butoxy)-1-methyl-1H-pyrazol-4-yl)pyrimidin-4-amine